octacosa-10,19-dien-1-ol C(CCCCCCCCC=CCCCCCCCC=CCCCCCCCC)O